2-(1-methylpyrazolo[3,4-b]pyridin-5-yl)piperidine-1-methanone CN1N=CC=2C1=NC=C(C2)C2N(CCCC2)C=O